CC1=C(OC2=C(C=C(C=C2C1=O)C)[C@@H](C)NC1=C(C(=O)O)C=CC=C1)C1=CC=C(C=C1)C=1C(=NNC1)C 2-[[(1R)-1-[3,6-Dimethyl-2-[4-(3-methyl-1H-pyrazol-4-yl)phenyl]-4-oxo-chromen-8-yl]ethyl]amino]benzoic acid